N-methyl-2-[3-((E)-2-pyridine-2-yl-vinyl)-1H-indole-6-ylsulfonyl]-benzamide CNC(C1=C(C=CC=C1)S(=O)(=O)C1=CC=C2C(=CNC2=C1)\C=C\C1=NC=CC=C1)=O